O[C@@H]1CC[C@]2(OC=3C4=C(C=C(C3C[C@H]2C1(C)C)OCOC)OC(=CC4=O)C4=CC=C(C=C4)OCOC)C (7aS,9R,11aR)-9-hydroxy-6-(methoxymethoxy)-3-(4-(methoxymethoxy)phenyl)-8,8,11a-trimethyl-7a,8,9,10,11,11a-hexahydro-1H,7H-pyrano[2,3-c]xanthen-1-one